N1[C@H](CCC1)C(=O)[NH-] D-prolyl-amide